FC(\C=C(\C(C(F)(F)F)(F)F)/F)(F)F Z-1,1,1,3,4,4,5,5,5-nonafluoro-2-pentene